3-(5-(4-((4'-chloro-5,5-dimethyl-3,4,5,6-tetrahydro-[1,1'-biphenyl]-2-yl)methyl)piperazine-1-carbonyl)-7-fluoro-1-oxoisoindolin-2-yl)piperidine-2,6-dione ClC1=CC=C(C=C1)C1=C(CCC(C1)(C)C)CN1CCN(CC1)C(=O)C=1C=C2CN(C(C2=C(C1)F)=O)C1C(NC(CC1)=O)=O